(S)-2-amino-3-stearamidopropionic acid N[C@H](C(=O)O)CNC(CCCCCCCCCCCCCCCCC)=O